8'-cyclopropoxy-4'H-spiro[cyclopropane-1,5'-naphtho[2,1-d]isoxazol]-3'-amine C1(CC1)OC1=CC=C2C3(CC=4C(=NOC4C2=C1)N)CC3